azodi-carboxylate N(=NC(=O)[O-])C(=O)[O-]